(3R,7S)-2-(3,4-dichlorobenzoyl)-9-(1-(4-(difluoromethoxy)phenyl)ethyl)-7-(hydroxymethyl)-3-methyl-1,2,3,4,8,9-hexahydropyrido[4',3':3,4]pyrazolo[1,5-a]pyrazin-10(7H)-one ClC=1C=C(C(=O)N2CC=3C(=NN4C3C(N(C[C@H]4CO)C(C)C4=CC=C(C=C4)OC(F)F)=O)C[C@H]2C)C=CC1Cl